6-(4,4,5,5-tetramethyl-1,3,2-dioxaborolan-2-yl)-[1,2,5]oxadiazolo[3,4-b]pyridine CC1(OB(OC1(C)C)C1=CC=2C(N=C1)=NON2)C